OCCCCCOC(C=C)=O acrylic acid 5-hydroxypentyl ester